C12(CC3CC(CC(C1)C3)C2)PC2(C(C=CC=C2)(C)PC23CC1CC(CC(C2)C1)C3)C 1,2-di(1-adamantyl)phosphino-xylene